ClC1=[N+](C=CC(=C1)Cl)[O-] 2,4-dichloropyridine-1-oxide